BrC1=CC=C(CN2CCN(CC2)C2=CC=C(C=N2)C=2C=C(C=C3N=CC=NC23)NCC)C=C1 8-(6-(4-(4-bromobenzyl)piperazin-1-yl)pyridin-3-yl)-N-ethylquinoxalin-6-amine